COC(CC1(CC1)C=1C=C(C=CC1)N1C(=CC2=CC=C(C=C12)OC(F)(F)F)C(=O)O)=O 1-(3-(1-(2-methoxy-2-oxoethyl)cyclopropyl)phenyl)-6-(trifluoromethoxy)-1H-indole-2-carboxylic acid